C(CCCCCCCCCCC)C1=C(C=CC=C1)S(=O)(=O)[O-] dodecyl-benzenesulfonic acid anion